C(=O)O.COC=1C(=CC=2C(N1)=NN(C2)C)NC(=O)N2CCC=1C2=NC=C(C1N1C[C@@H](NCC1)C)C (S)-N-(6-methoxy-2-methyl-2H-pyrazolo[3,4-b]pyridin-5-yl)-5-methyl-4-(3-methylpiperazin-1-yl)-2,3-dihydro-1H-pyrrolo[2,3-b]pyridine-1-carboxamide formate